1-methyl-hexoxymethyl-trimethoxysilane CC(CCCCC)OC[Si](OC)(OC)OC